FC1=C(C=C(C=C1)F)C=CC=O 3-(2,5-difluorophenyl)acrolein